[6-[5-(1-aminoethyl)-3-chloro-1,2,4-triazol-1-yl]-3-pyridyl]-morpholino-methanone NC(C)C1=NC(=NN1C1=CC=C(C=N1)C(=O)N1CCOCC1)Cl